C(C)(C)(C)OC(=O)N1CC2(C1)NC(OC2)=O.NC2=NC=1C3=C(C(CC1C=N2)(C)C)C(=NN3)C(=O)N3CCC(CC3)N3CCCCC3 (8-amino-4,4-dimethyl-4,5-dihydro-1H-pyrazolo[4,3-H]quinazolin-3-yl)(1,4'-bipiperidin-1'-yl)methanone tert-butyl-6-oxo-7-oxa-2,5-diazaspiro[3.4]octane-2-carboxylate